N1=C(N=C(N=C1NC1=CC=C(C(=O)[O-])C=C1)NC1=CC=C(C(=O)[O-])C=C1)NC1=CC=C(C(=O)[O-])C=C1 4,4',4''-(1,3,5-triazine-2,4,6-triyltriimino)-tris-benzoate